C(C)C1=C(C2=CC=CC=C2C=C1)C1=NC2=C(N1)C=CC=C2 2-(2-ethyl-naphthyl)-1H-benzimidazole